3,5-dichloro-N-(4-(N-(3,4-difluorophenyl)sulfamoyl)phenyl)benzenesulfonamide ClC=1C=C(C=C(C1)Cl)S(=O)(=O)NC1=CC=C(C=C1)S(NC1=CC(=C(C=C1)F)F)(=O)=O